4-[4-(1-benzothiophen-2-yl)-4-hydroxypiperidin-1-yl]-1-methyl-2-oxo-1,2-dihydroquinoline-3-carboxamide S1C(=CC2=C1C=CC=C2)C2(CCN(CC2)C2=C(C(N(C1=CC=CC=C21)C)=O)C(=O)N)O